5-(3,4,5-trimethoxystyryl)benzene-1,2,3-triol COC=1C=C(C=CC=2C=C(C(=C(C2)O)O)O)C=C(C1OC)OC